3-(4-Fluoro-3'-(4-(furan-3-yl)-6-(trifluoromethyl)pyrimidin-2-yl)-[1,1'-biphenyl]-3-yl)-1,2,4-oxadiazol-5(4H)-one FC1=C(C=C(C=C1)C1=CC(=CC=C1)C1=NC(=CC(=N1)C1=COC=C1)C(F)(F)F)C1=NOC(N1)=O